CC1(NC(C2=CC=CC=C2C1)=O)C 3,3-dimethyl-3,4-dihydroisoquinolin-1(2H)-one